CC(C(C1OCCC(C1)C)SC(CC=O)CCCCCCC)C 3-[2-methyl-1-(4-methyltetrahydropyran-2-yl)propyl]sulfanyl-decanal